6-oxocholestane O=C1C[C@H]2[C@@H]3CC[C@H]([C@@H](CCCC(C)C)C)[C@]3(CC[C@@H]2[C@]2(CCCCC12)C)C